4-((2-(6-methoxypyridin-3-yl)-1-(2,2,2-trifluoroethyl)-1H-indol-4-yl)amino)tetrahydro-2H-thiopyran-1,1-dioxide COC1=CC=C(C=N1)C=1N(C2=CC=CC(=C2C1)NC1CCS(CC1)(=O)=O)CC(F)(F)F